zinc barium pyrophosphate [O-]P([O-])(=O)OP(=O)([O-])[O-].[Ba+2].[Zn+2]